(2-bromoethyl)cyclohexane BrCCC1CCCCC1